ClC=1C=C(C=CC1Cl)CNC=1NC(C2=C(N1)C=NN2CC2(CCNCC2)O)=O 5-[(3,4-dichlorophenyl)methylamino]-1-[(4-hydroxy-4-piperidyl)methyl]-6H-pyrazolo[4,3-d]pyrimidin-7-one